C(C)OC(C)OCC1[C@@]2(CCCC([C@H]2CCC1=C)(C)C)C (4aR,8aR)-5-((1-ethoxyethoxy)methyl)-1,1,4a-trimethyl-6-methylenedecahydronaphthalene